glycidyl 2-methyl-2-ethyl-3,3-dimethylbutyrate CC(C(=O)OCC1CO1)(C(C)(C)C)CC